COC(CC=O)(C)C 3-methoxy-3-methylbutan-1-one